[Na+].C(CCCCCCCCCCC)NCCC(=O)[O-] β-Laurylaminopropionate sodium